1-(3-bromo-1-methyl-1H-1,2,4-triazol-5-yl)ethan-1-one BrC1=NN(C(=N1)C(C)=O)C